2-cyano-1-(5-(1-(2-thenoyl)pyrrolidin-3-yl)pentyl)-3-(4-pyridyl)guanidine C(#N)N=C(NCCCCCC1CN(CC1)C(C1=CC=CS1)=O)NC1=CC=NC=C1